(2-((2-amino-N-propyl-8-(pyrimidin-5-yl)-3H-benzo[b]azepin-4-carboxamido)oxy)ethyl)carbamic acid NC=1CC(=CC2=C(N1)C=C(C=C2)C=2C=NC=NC2)C(=O)N(CCC)OCCNC(O)=O